C1(CC1)S(=O)(=O)N1N=CC(=C1)C1=NC=CC(=N1)NC1=NC=C(C(=C1)N1CCC2(CCCO2)CC1)C#CC=1C=NC=CC1 2-(1-(cyclopropylsulfonyl)-1H-pyrazol-4-yl)-N-(5-(pyridin-3-ylethynyl)-4-(1-oxa-8-azaspiro[4.5]dec-8-yl)pyridin-2-yl)pyrimidin-4-amine